C(C)(C)(C)C=1C=C(NN1)NC(NC1=CC=C(C=C1)N1C=NC2=C1C=CC(=C2)OCCCCCCC(=O)O)=O 7-(1-{4-[3-(5-Tert-butyl-2H-pyrazol-3-yl)-ureido]-phenyl}-1H-benzimidazol-5-yloxy)-heptanoic acid